C(C)(=O)NC=1C=C(C(=O)NC2=C(C=CC=C2)\C=C\C(=O)NO)C=CC1 (E)-3-acetamido-N-(2-(3-(hydroxyamino)-3-oxoprop-1-en-1-yl)phenyl)benzamide